N-(3-fluoro-4-hydroxyphenyl)-5-(4-fluorophenyl)-1-isopropyl-4-oxo-1,4-dihydropyridine-3-carboxamide FC=1C=C(C=CC1O)NC(=O)C1=CN(C=C(C1=O)C1=CC=C(C=C1)F)C(C)C